3-(3,5-dimethyl-1H-pyrazol-1-yl)-6-hydrazino-1,2,4,5-tetrazine CC1=NN(C(=C1)C)C=1N=NC(=NN1)NN